4-(1-((2-((2,2-difluoroethyl)amino)ethyl)amino)ethyl)isoquinolin-1(2H)-one dihydrochloride salt Cl.Cl.FC(CNCCNC(C)C1=CNC(C2=CC=CC=C12)=O)F